FC(OC1=CC=CC(=N1)C(=O)O)F 6-(difluoromethoxy)picolinic acid